(3,3-difluoro-1-methylcyclobutyl)methylamine FC1(CC(C1)(C)CN)F